[N+](=O)([O-])C1=CN=C2SC=CN21 5-nitroimidazo[2,1-B]thiazole